1-N'-(4-fluorophenyl)-1-N-[4-[7-(1-oxidopyridin-1-ium-3-yl)quinolin-4-yl]oxyphenyl]cyclopropane-1,1-dicarboxamide FC1=CC=C(C=C1)NC(=O)C1(CC1)C(=O)NC1=CC=C(C=C1)OC1=CC=NC2=CC(=CC=C12)C=1C=[N+](C=CC1)[O-]